FC1=C2CC(N(C2=CC(=C1)F)C(C)C1=CC(=CN2C1=NC(=CC2=O)N2CCOCC2)C(=O)N(C)C)C 9-(1-(4,6-difluoro-2-methylindolin-1-yl)ethyl)-N,N-dimethyl-2-morpholino-4-oxo-4H-pyrido[1,2-a]pyrimidine-7-carboxamide